BrC1=CC=C(C=C1)[C@@H]1[C@@H]2C(OC([C@@H]2CC=C1)=O)=O (3aS,4S,7aR)-4-(4-bromophenyl)-3a,4,7,7a-tetrahydroisobenzofuran-1,3-dione